2,4-dichloro-3-fluoro-7-(oxetan-3-yl)-5,6,7,8-tetrahydro-1,7-naphthyridine ClC1=NC=2CN(CCC2C(=C1F)Cl)C1COC1